CC(C)C1=CC=CC=C1Br o-bromocumene